(1R)-1-(3,5-dichloropyridin-2-yl)ethane-1-ol ClC=1C(=NC=C(C1)Cl)[C@@H](C)O